CN([C@H](CNC(=O)[C@H]1[C@](C1)(C1=CC=CC=C1)C)CC1=C(C=C(C=C1)O)F)C (1R,2S)-N-((S)-2-(dimethylamino)-3-(2-fluoro-4-hydroxyphenyl)propyl)-2-methyl-2-phenylcyclopropane-1-carboxamide